FC1=C(C=CC=C1F)CCN1C[C@@H](C([C@@H](C1)O)O)O (3S,4r,5R)-1-(2,3-difluorophenylethyl)piperidine-3,4,5-triol